(cis)-1-methyl-3-(6-(4,4,5,5-tetramethyl-1,3,2-dioxaborolan-2-yl)-4-(trifluoromethyl)-2H-indazol-2-yl)cyclobutan-1-ol CC1(CC(C1)N1N=C2C=C(C=C(C2=C1)C(F)(F)F)B1OC(C(O1)(C)C)(C)C)O